CN1N=C(C=C1)C=1C2=C(N=C(N1)C1=CC=CC=C1)CN(CC2)C(CC)=O 1-(4-(1-methyl-1H-pyrazol-3-yl)-2-phenyl-5,8-dihydropyrido[3,4-d]pyrimidin-7(6H)-yl)propan-1-one